C(C)C1CCC=2NC3=C(C=CC=C3C2C1)C(=O)O 3-ethyl-2,3,4,9-tetrahydro-1H-carbazole-8-carboxylic acid